trans-4-((tert-butyldimethylsilyl)oxy)cyclohexanol [Si](C)(C)(C(C)(C)C)O[C@@H]1CC[C@H](CC1)O